ClC1=C(C=C(C(=O)O)C=C1)NC(NC(CC)=O)=O 4-chloro-3-(2,4-dioxo-1,3-diaza-hex-1-yl)benzoic acid